NC1=CC=C(C=C1)S(=O)(=O)NC=1N=NC(=CC1)Cl 4-amino-N-(6-chloropyridazin-3-yl)benzenesulfonamide